C(C)C1=NC(=NO1)C1=CC=C(C=C1)CO (4-(5-ethyl-1,2,4-oxadiazol-3-yl)phenyl)methanol